1-(aminomethyl)-N,N-dimethylcyclobutan-1-amine NCC1(CCC1)N(C)C